C(C)S(=O)(=O)C1CCN(CCC1)C(=O)C1=CC=2C(C3=CC=CC=C3C(C2C=C1)=O)=O 2-(4-(ethyl-sulfonyl)azepane-1-carbonyl)anthracene-9,10-dione